4-(4-aminobenzyl)pyridine-1-carboxylic acid tert-butyl ester C(C)(C)(C)OC(=O)N1CC=C(C=C1)CC1=CC=C(C=C1)N